1-[6-(2-HYDROXYPHENYL)PYRIDAZIN-4-YL]-4-PHENYL-N-(PIPERIDIN-4-YL)-N-PROPYLPIPERIDINE-4-CARBOXAMIDE OC1=C(C=CC=C1)C1=CC(=CN=N1)N1CCC(CC1)(C(=O)N(CCC)C1CCNCC1)C1=CC=CC=C1